C1(=CC=CC=C1)C=CC=NCCC[Si](OC)(OC)OC 3-phenyl-N-(3-(trimethoxysilyl)propyl)prop-2-en-1-imine